2-((5-(dimethylamino)-2-(2,6-dioxopiperidin-3-yl)-1-oxoisoindolin-4-yl)oxy)acetic acid CN(C=1C(=C2CN(C(C2=CC1)=O)C1C(NC(CC1)=O)=O)OCC(=O)O)C